(E)-(2-(7-(2-(phenylamino)-[1,2,4]triazolo[1,5-a]pyridin-8-yl)naphthalen-1-yl)vinyl)phosphonic acid C1(=CC=CC=C1)NC1=NN2C(C(=CC=C2)C2=CC=C3C=CC=C(C3=C2)/C=C/P(O)(O)=O)=N1